(1S,3S)-3-((6-(5-(((4-(tert-butyl)-6-(methoxycarbonyl)pyrimidin-2-yl)amino)methyl)-1-methyl-1H-1,2,3-triazol-4-yl)-2-methylpyridin-3-yl)oxy)cyclohexanecarboxylic acid C(C)(C)(C)C1=NC(=NC(=C1)C(=O)OC)NCC1=C(N=NN1C)C1=CC=C(C(=N1)C)O[C@@H]1C[C@H](CCC1)C(=O)O